N1=CC(=CC=C1)C=1C=C2C=C(C=CN2C1)C(=O)N 2-(pyridin-3-yl)indolizine-7-carboxamide